Methyl 5-((1H-pyrazol-1-yl)methyl)-1-methyl-6-oxo-1,6-dihydropyridine-2-carboxylate N1(N=CC=C1)CC1=CC=C(N(C1=O)C)C(=O)OC